(benzofuran-2-ylmethyl)trimethylstannane O1C(=CC2=C1C=CC=C2)C[Sn](C)(C)C